(R)-7-((2S,5R)-4-acryloyl-2,5-dimethylpiperazin-1-yl)-9-chloro-10-(2-fluoro-6-hydroxyphenyl)-5-oxo-3,5-dihydro-2H-[1,4]oxazino[2,3,4-ij]quinoline-6-carbonitrile C(C=C)(=O)N1C[C@@H](N(C[C@H]1C)C1=C(C(N2C3=C(C(=C(C=C13)Cl)C1=C(C=CC=C1O)F)OCC2)=O)C#N)C